2-(pyridin-3-yl)ethyl-3,4-dihydroisoquinolin-2(1H)-formaldehyde N1=CC(=CC=C1)CCC1N(CCC2=CC=CC=C12)C=O